β,γ-diaminopentanoic acid NC(CC(=O)O)C(C)N